phenyl-(2,4,6-trimethyl-benzoyl)phosphine oxide C1(=CC=CC=C1)P(C(C1=C(C=C(C=C1C)C)C)=O)=O